2-(3,5-dichloro-4-((4-isopropyl-5-oxo-4,5-dihydro-1,3,4-oxadiazol-2-yl)methyl)phenyl)-3,5-dioxo-2,3,4,5-tetrahydro-1,2,4-triazine-6-carbaldehyde ClC=1C=C(C=C(C1CC=1OC(N(N1)C(C)C)=O)Cl)N1N=C(C(NC1=O)=O)C=O